methyl 4-(2,2-dibromovinyl)-3-sulfanyl-benzoate BrC(=CC1=C(C=C(C(=O)OC)C=C1)S)Br